CC=1C=C(C=C(C1N1CCN(CC1)C)C)C=1C=C2C(=NC1)NC=C2C#CC(C)(C)OCCO 2-((4-(5-(3,5-dimethyl-4-(4-methylpiperazin-1-yl)phenyl)-1H-pyrrolo[2,3-b]pyridin-3-yl)-2-methylbut-3-yn-2-yl)oxy)ethan-1-ol